ClC1=C(C=C(C=C1)N1C[C@@H](CC1)C(=O)N[C@@H]([C@H](O)C1=CC(=C(C=C1)OC1CC1)Cl)CN1CCCC1)OC1=CC=C(C=C1)F (R)-1-(4-chloro-3-(4-fluorophenoxy)phenyl)-N-((1R,2R)-1-(3-chloro-4-cyclopropoxyphenyl)-1-hydroxy-3-(pyrrolidin-1-yl)propan-2-yl)pyrrolidine-3-carboxamide